ethyl 2-(2,2,2-trifluoroethyl)-2H-1,2,3-triazole-4-carboxylate FC(CN1N=CC(=N1)C(=O)OCC)(F)F